C(C)OC=1C(=NC=CC1)COC=1C=CC=2N(C1)C(=C(N2)C(=O)NC2(CCS(CC2)(=O)=O)C)C 6-[(3-ethoxy-2-pyridyl)methoxy]-3-methyl-N-(4-methyl-1,1-dioxo-thian-4-yl)imidazo[1,2-a]pyridine-2-carboxamide